2-(4-Methylthiophen-3-yl)acetonitrile CC=1C(=CSC1)CC#N